Cl.NC1=CC(=C(C=C1SC)C1=NC=C(C2=C1C(=NO2)N)C=2C=NNC2)Cl 4-(4-amino-2-chloro-5-(methylthio)phenyl)-7-(1H-pyrazol-4-yl)isoxazolo[4,5-c]Pyridin-3-amine hydrochloride